methyl (R)-8-ethynyl-6-(2-fluorophenyl)-4-methyl-4H-benzo[f]imidazo[1,5-a][1,4]diazepine-3-carboxylate C(#C)C=1C=CC2=C(C(=N[C@@H](C=3N2C=NC3C(=O)OC)C)C3=C(C=CC=C3)F)C1